2-(((5-(Dimethylamino) pentanoyl) oxy)methyl)-2-((octanoyloxy) methyl)propane-1,3-diyl bis(2-hexyloctanoate) C(CCCCC)C(C(=O)OCC(COC(C(CCCCCC)CCCCCC)=O)(COC(CCCCCCC)=O)COC(CCCCN(C)C)=O)CCCCCC